e-4-isopropyl-3,5-dimethoxy-stilbene C(C)(C)C1=C(C=C(C=C1OC)\C=C\C1=CC=CC=C1)OC